COC(=O)C=1C=CC=2C3=C(NC2C1)C=C(N=C3NCCCN3CCCCC3)CC3=CC=CC=C3 3-benzyl-1-((3-(piperidin-1-yl)propyl)amino)-5H-pyrido[4,3-b]indole-7-carboxylic acid methyl ester